NC1=C2C(=NC=N1)N(N=C2C2=CC=C(C=C2)CNC(C2=C(C=CC(=C2)F)OC)=O)C(CN(C(=O)N2N=CN=C2)C)COC N-(2-(4-amino-3-(4-((5-fluoro-2-methoxybenzamido)methyl)phenyl)-1H-pyrazolo[3,4-d]pyrimidin-1-yl)-3-methoxypropyl)-N-methyl-1H-1,2,4-triazole-1-carboxamide